(S)-1-(2-((2-fluorophenyl)amino)-2-oxoacetyl)-N-((S)-3-oxo-1-((S)-2-oxopyrrolidin-3-yl)-4-(trifluoromethoxy)butan-2-yl)azepane-2-carboxamide FC1=C(C=CC=C1)NC(C(=O)N1[C@@H](CCCCC1)C(=O)N[C@@H](C[C@H]1C(NCC1)=O)C(COC(F)(F)F)=O)=O